tert-butyl (R)-((4-(4-cyclopropyl-6-(4,4-difluoroazepan-1-yl)-2-methyl-3-(trifluoromethyl)benzamido)pyridin-2-yl)(methyl)(oxo)-λ6-sulfaneylidene)carbamate C1(CC1)C1=C(C(=C(C(=O)NC2=CC(=NC=C2)[S@](=O)(C)=NC(OC(C)(C)C)=O)C(=C1)N1CCC(CCC1)(F)F)C)C(F)(F)F